OCCCC[C@@H](CC(C)C)[C@H]1N(C(OC1)(C)C)C(=O)OC(C)(C)C tert-Butyl (4R)-4-[(1S)-5-hydroxy-1-isobutyl-pentyl]-2,2-dimethyl-oxazolidine-3-carboxylate